(P)-(1S,8R)-6-(5-methyl-1H-indazol-4-yl)-4-(2-(2-propenoyl)-2,6-diazaspiro[3.4]octan-6-yl)-3-azatricyclo[6.2.1.02,7]undeca-2,4,6-triene-5-carbonitrile CC=1C(=C2C=NNC2=CC1)C=1C(=C(N=C2[C@H]3CC[C@@H](C12)C3)N3CC1(CN(C1)C(C=C)=O)CC3)C#N